1-(4-(bis(3,4-dimethoxyphenyl)methyl)piperazine-1-carbonyl)-1H-benzo[d][1,2,3]triazole-6-carbonitrile COC=1C=C(C=CC1OC)C(N1CCN(CC1)C(=O)N1N=NC2=C1C=C(C=C2)C#N)C2=CC(=C(C=C2)OC)OC